(S)-ethyl 6-(2-acetamido-4-methylthiazol-5-yl)-2-(1-cyclopropylethyl)-3-oxo-2,3-dihydro-1H-pyrrolo[3,4-c]pyridine-4-carboxylate C(C)(=O)NC=1SC(=C(N1)C)C1=CC2=C(C(=N1)C(=O)OCC)C(N(C2)[C@@H](C)C2CC2)=O